C(CCC)OC(=O)C1=CN(C(C(=C1)C(NC)=O)=O)C(C)C1=C(C=CC=C1)C 5-(methylcarbamoyl)-6-oxo-1-(1-(o-tolyl)ethyl)-1,6-dihydropyridine-3-carboxylic acid butyl ester